COC=1C=C(CN2C=NC3=C2C=CC(=C3)N3CCN(CC3)C)C=CC1OCC=1C=NC(=CC1)OC 1-(3-Methoxy-4-((6-methoxypyridin-3-yl)methoxy)benzyl)-5-(4-methylpiperazin-1-yl)-1H-benzo[d]imidazole